(2R,3S)-2-(3-(5,6-difluoro-1H-benzo[d]imidazol-1-yl)propyl)piperidin-3-ol FC1=CC2=C(N(C=N2)CCC[C@H]2NCCC[C@@H]2O)C=C1F